COC1=CC2=C(C(C(=CO2)S(=O)(=O)C2=CC(=CC=C2)OC(F)(F)F)=O)C=C1 7-methoxy-3-((3-(trifluoromethoxy)phenyl)sulfonyl)-4H-benzopyran-4-one